ClC1=C(OC2=C(N=NN2)C(=O)O)C=CC=C1 5-(2-chlorophenoxy)-1H-1,2,3-triazole-4-carboxylic acid